4-carbamoyl-3-(N-((1S,2R)-2-(6-fluoro-2,3-dimethylphenyl)-1-(5-oxo-4,5-dihydro-1,3,4-oxadiazol-2-yl)propyl)sulfamoyl)benzoic acid C(N)(=O)C1=C(C=C(C(=O)O)C=C1)S(N[C@@H]([C@H](C)C1=C(C(=CC=C1F)C)C)C=1OC(NN1)=O)(=O)=O